FC=1C=C(C=CC1)CN(C1=NC=NN2C1=C(C(=C2)NC(OC[C@H]2NCCOC2)=O)C)C=2C=C1C=NNC1=CC2 [4-[[1-(3-fluorophenyl)methyl]-1H-indazol-5-ylamino]-5-methylpyrrolo[2,1-f][1,2,4]triazin-6-yl]carbamic acid, (3S)-3-morpholinylmethyl ester